2-(2-Chlorophenyl)-N-{3-sulfamoyl-4-[2-(trifluoromethyl)pyrimidin-5-yl]phenyl}acetamide ClC1=C(C=CC=C1)CC(=O)NC1=CC(=C(C=C1)C=1C=NC(=NC1)C(F)(F)F)S(N)(=O)=O